3-(5-(3,4-Dihydro-2H-pyrido[3,2-b][1,4]oxazin-6-yl)-1-oxoisoindolin-2-yl)piperidine O1C2=C(NCC1)N=C(C=C2)C=2C=C1CN(C(C1=CC2)=O)C2CNCCC2